NCCN(CCO)C 2-(2-amino-ethyl-methyl-amino)ethanol